(R)-1-(3-(4-amino-3-(4-phenoxyphenyl)-1H-pyrazolo[3,4-d]pyrimidin-1-yl)piperidin-1-yl)-2-hydroxyethan-1-one NC1=C2C(=NC=N1)N(N=C2C2=CC=C(C=C2)OC2=CC=CC=C2)[C@H]2CN(CCC2)C(CO)=O